2,7-dihydroxynaphthalene-3,6-disulfonate sodium [Na+].OC1=CC2=CC(=C(C=C2C=C1S(=O)(=O)[O-])S(=O)(=O)[O-])O.[Na+]